CC1CCC(O1)O 5-methyl-2-hydroxytetrahydrofuran